(6S)-2-(hydroxymethyl)-6-methyl-1,4-oxazepan-6-ol OCC1OC[C@](CNC1)(O)C